5-methoxy-3-(2-hydroxyethyl)indole COC=1C=C2C(=CNC2=CC1)CCO